(3-fluoro-5-methoxy-2',2''-dimethyl-3''-(pyridin-2-yloxy)-[1,1':3',1''-terphenyl]-4-yl)methanamine FC=1C=C(C=C(C1CN)OC)C1=C(C(=CC=C1)C1=C(C(=CC=C1)OC1=NC=CC=C1)C)C